ClC=1C=C(C(=NC1)C)N[C@@H](C)C1=CC=C(S1)C(=O)N[C@H](C(=O)NC1CCC1)CC1CCCC1 (2S)-2-({5-[(1S)-1-[(5-chloro-2-methylpyridin-3-yl)amino]ethyl]thiophen-2-yl}formamido)-N-cyclobutyl-3-cyclopentylpropanamide